[C@@H]1([C@H](O)[C@@H](O)[C@H](O)[C@H](O1)CO)O[C@H]1[C@@H](O[C@@H]([C@H]([C@@H]1O[C@H]1[C@H](O)[C@@H](O)[C@H](O)CO1)O)CO)O[C@@H]1[C@@H]([C@H]([C@H](O)O[C@@H]1CO)O)O β-D-glucopyranosyl-(1→2)-[β-D-xylopyranosyl-(1→3)]-β-D-glucopyranosyl-(1→4)-β-D-galactose